FC(C(=O)O)(F)F.N1=CC=C(C=C1)CC(=O)N[C@@H](C)C(=O)N[C@H](CCC)C(=O)N[C@@H](CC(N)=O)C(=O)O N-(Pyridin-4-ylacetyl)-L-alanyl-D-norvalyl-L-asparagine trifluoroacetic acid salt